C(C)(=O)[O-].[Ho+3].C(C)(=O)[O-].C(C)(=O)[O-] Holmium (III) Acetate